3-fluoro-4-(1-methylcyclobutyl)phenyl trifluoromethanesulfonate FC(S(=O)(=O)OC1=CC(=C(C=C1)C1(CCC1)C)F)(F)F